C(C)(C)(C)OC(=O)N1C(=CC=C1)B(O)O 1-(tert-butoxycarbonyl)-2-pyrroleboronic acid